ethyl-tellurium oxide C(C)[Te]=O